NC1=CC=C(C=C1)N1CC(CC1)O N-(4-aminophenyl)-3-hydroxy-pyrrolidine